alphA-Amino-beta-methylpentanoic acid NC(C(=O)O)C(CC)C